CC1=C(N=CO1)C(=O)N 5-methyloxazole-4-carboxamide